tert-Butyl 1-benzyl-3-[3-(dibenzylamino)-2-fluoro-4-nitrophenyl]pyrrolidine-3-carboxylate C(C1=CC=CC=C1)N1CC(CC1)(C(=O)OC(C)(C)C)C1=C(C(=C(C=C1)[N+](=O)[O-])N(CC1=CC=CC=C1)CC1=CC=CC=C1)F